2-[3-chloro-5-(1-methylsulfonylcyclopropyl)phenyl]-4,4,5,5-tetramethyl-1,3,2-dioxaborolane ClC=1C=C(C=C(C1)C1(CC1)S(=O)(=O)C)B1OC(C(O1)(C)C)(C)C